2-(4-chloro-3-fluorophenoxy)-N-{3-[5-(methanesulfonyl)-1,3,4-oxadiazol-2-yl]bicyclo[1.1.1]pentan-1-yl}acetamide ClC1=C(C=C(OCC(=O)NC23CC(C2)(C3)C=3OC(=NN3)S(=O)(=O)C)C=C1)F